C(CCCCCCCCC)N(C(CCCCCCCCCCC)=O)CCCCCCCCCC dodecanoic acid bisdecylamide